BrC1=CC=C(C=C1)[C@@H]([C@@H](C(=O)N(C)C)NC1=CC=CC=C1)C (2S,3S)-3-(4-Bromophenyl)-N,N-dimethyl-2-(phenylamino)butanamide